CC1=C(C=C(C=C1)NC(CC1=NC=C2C=CC(=NC2=C1)C1=CC(=CC=C1)C1=CC=NC=C1)=O)S(=O)(=O)C N-(4-methyl-3-(methylsulfonyl)phenyl)-2-(2-(3-(pyridin-4-yl)phenyl)-1,6-naphthyridin-7-yl)acetamide